O1COC2=C1C=CC(=C2)C(=O)N benzo-[d][1,3]dioxole-5-carboxamide